C(C)OC(=O)C1N(C(CCC1)=O)N amino-6-oxopiperidine-2-carboxylic acid ethyl ester